CC(=O)N[C@@H]1[C@H]([C@@H]([C@H](O[C@H]1OC[C@@H]2[C@H]([C@@H]([C@@H](C(O2)O)O)O)O)CO)O[C@H]3[C@@H]([C@H]([C@H]([C@H](O3)CO)O)O)O)O The molecule is an amino trisaccharide that consists of a galactopyranose residue attached by a beta-(1->4)-linkage to an N-acetylglucosamine residue, that is in turn attached to a mannopyranose by a (1->6)-linkage.